C(C(C)C)OC1=C(C=C(C=C1)C#N)C#N 4-isobutoxybenzene-1,3-dinitrile